FC=1C=C(C=CC1N1CCC(CC1)N1CCN(CC1)C)NC=1N=C(C2=C(N1)NC=C2)NC=2C=CC=C1CCN(C21)S(=O)(=O)C N2-(3-fluoro-4-(4-(4-methylpiperazin-1-yl)piperidin-1-yl)phenyl)-N4-(1-(methylsulfonyl)indolin-7-yl)-7H-pyrrolo[2,3-d]pyrimidine-2,4-diamine